1-[(5-Nitrofuran-2-yl)methyl]-4-[4-(trifluoromethyl)phenyl]piperazine [N+](=O)([O-])C1=CC=C(O1)CN1CCN(CC1)C1=CC=C(C=C1)C(F)(F)F